C(CCCCCCC)SC1=NC=NC(=N1)SCCCCCCCC 4,6-bis(n-octylthio)-1,3,5-triazine